(R)-4-(7-(cyclopropylsulfonyl)-2-(1H-pyrazol-3-yl)-6,7,8,9-tetrahydro-2H-1,2,3,7-tetraazabenzo[cd]azulen-4-yl)-3-methylmorpholine C1(CC1)S(=O)(=O)N1CC=2C3=C(N(N=C3CC1)C1=NNC=C1)N=C(C2)N2[C@@H](COCC2)C